(1R,2S,5S)-N-[cyano(1,6-naphthyridin-8-yl)methyl]-3-[(2S)-3,3-dimethyl-2-[(2,2,2-trifluoroacetyl)amino]butanoyl]-6,6-dimethyl-3-azabicyclo[3.1.0]hexane-2-carboxamide C(#N)C(NC(=O)[C@@H]1[C@H]2C([C@H]2CN1C([C@H](C(C)(C)C)NC(C(F)(F)F)=O)=O)(C)C)C=1C=NC=C2C=CC=NC12